ClC1=C(C=CC=C1Cl)N1C2CN(CC1C2)CC=2C=C1C(N(C(C1=CC2)=O)N2C(NC(CC2)=O)=O)=O 5-((6-(2,3-dichlorophenyl)-3,6-diazabicyclo[3.1.1]heptane-3-yl)methyl)-2-(2,4-dioxotetrahydropyrimidine-1(2H)-yl)isoindoline-1,3-dione